[CoH2].[Mg] Magnesium-cobalt hydride